(1-aminoethyl)-7-chloro-3-n-propyl-3,4-dihydrospiro[benzo[d][1,2]thiazine-1,1'-cyclopropane]-2,2-dioxide NC(C)C1C2(C1)C1=C(CN(S2(=O)=O)CCC)C=CC(=C1)Cl